OC1=C(CN(C2=C3C(=CC=C12)C=CC=C3)C3=CC=CC=C3)C(C(F)(F)F)=O 4-hydroxy-1-phenyl-3-(2,2,2-trifluoroethane-1-one-1-yl)benzo[h]quinoline